dimethylisoxazolidin-3-one CC1C(N(OC1)C)=O